COC([C@@H](NC(=O)OC(C)(C)C)CC1=CNC2=CC=CC=C12)=O Boc-L-tryptophan methyl ester